P(=O)(OC1=C(C(=CC=C1)CCCCCC)CCCCCC)([O-])[O-] di-(1-hexyl)phenyl phosphate